NC=1C(=C2C(=NC1)C=CS2)N[C@@H]2CC[C@H](CC2)CC(=O)OCC ethyl {trans-4-[(6-aminothieno[3,2-b]pyridin-7-yl)amino]cyclohexyl}acetate